(R)-(4-(4-fluoropyrazolo[1,5-a]pyridin-2-yl)-6,7-dihydro-1H-imidazo[4,5-c]pyridin-5(4H)-yl)(6-(1-methyl-1H-pyrazol-4-yl)pyrazolo[1,5-a]pyridin-3-yl)methanone FC=1C=2N(C=CC1)N=C(C2)[C@@H]2N(CCC1=C2N=CN1)C(=O)C=1C=NN2C1C=CC(=C2)C=2C=NN(C2)C